C(C)C(C(=O)OCC)CC(=O)C1=CC2=C(C=C(C3=C2C=C(O3)C)OC)S1 ethyl 2-ethyl-4-(4-methoxy-2-methylthieno[3,2-e]benzofuran-7-yl)-4-oxobutanoate